CC1=C(C=CC(=C1)C)C1=NC(=NC(=N1)C1=C(C=C(C=C1)C)C)C1=C(C=C(C=C1)OCCCCCCCC)O 2,4-bis(2,4-dimethylphenyl)-6-[2-hydroxy-4-(octyloxy)phenyl]-s-triazine